(3R)-3-methyl-4-(3-(3-methyl-1-(tetrahydro-2H-pyran-2-yl)-1H-pyrazol-5-yl)-7-(5-methyl-1H-1,2,4-triazol-1-yl)isothiazolo[4,5-b]pyridin-5-yl)morpholine C[C@H]1N(CCOC1)C1=CC(=C2C(=N1)C(=NS2)C2=CC(=NN2C2OCCCC2)C)N2N=CN=C2C